(2S)-1-[3-cyano-6-methyl-4-(trifluoromethyl)-2-pyridyl]-N-methyl-N-(m-tolyl)-2,5-dihydro-pyrrole-2-carboxamide C(#N)C=1C(=NC(=CC1C(F)(F)F)C)N1[C@@H](C=CC1)C(=O)N(C=1C=C(C=CC1)C)C